[K].C(C)NC(=O)N1CCC(CC1)S(NC(NC1=C2CCCC2=CC=2CCCC12)=O)(=O)=O N-Ethyl-4-(N-((1,2,3,5,6,7-hexahydro-s-indacen-4-yl)carbamoyl)sulfamoyl)piperidine-1-carboxamide, potassium salt